all-trans-beta-carotene CC1(C)CCCC(C)=C1\C=C\C(\C)=C\C=C\C(\C)=C\C=C\C=C(/C)\C=C\C=C(/C)\C=C\C1=C(C)CCCC1(C)C